C(#N)C=1N=C(SC1)C(C)NC(CC=1C(NC2=CC=C(C(=C2C1)F)F)=O)=O N-(1-(4-cyanothiazol-2-yl)ethyl)-2-(5,6-difluoro-2-oxo-1,2-dihydroquinolin-3-yl)acetamide